3,6,9,12-tetraoxapentadecan-15-amide CCOCCOCCOCCOCCC(=O)N